(5-chloro-2-{[5-(prop-2-en-1-yloxy)-3,4-dihydroisoquinolin-2(1H)-yl]carbonyl}phenyl)-1,2-dimethyl-1H-pyrrole-3-carboxylic acid ethyl ester C(C)OC(=O)C1=C(N(C=C1C1=C(C=CC(=C1)Cl)C(=O)N1CC2=CC=CC(=C2CC1)OCC=C)C)C